N1C(NCC2=CC=CC=C12)=O DIHYDROQUINAZOLIN-2-ONE